N-[(2E)-3-{[3-fluoro-5-(pyrrolidin-1-yl)phenyl](imino)oxo-λ6-sulfanyl}prop-2-en-1-yl]-3-oxo-2,3,5,6,7,8-hexahydroisoquinoline-4-carboxamide FC=1C=C(C=C(C1)N1CCCC1)S(/C=C/CNC(=O)C=1C(NC=C2CCCCC12)=O)(=O)=N